2,3-epoxypropyl glycidyl ether C(C1CO1)OCC1CO1